7-chloro-8-hydroxy-1-methyl-1,5-naphthyridin-2(1H)-one ClC1=CN=C2C=CC(N(C2=C1O)C)=O